C(N)(=N)C=1C=C(SC1)CNC(=O)[C@H]1N(C[C@]2(CC2(F)F)C1)C(CNC(C1=CC=C(C=C1)OC1=CC=CC=C1)=O)=O (3R,6S)-N-((4-carbamimidoylthiophen-2-yl)methyl)-1,1-difluoro-5-((4-phenoxybenzoyl)glycyl)-5-azaspiro[2.4]heptane-6-carboxamide